ClC1=NC=NC2=CC(=C(C=C12)NC1CCN(CC1)C(C=C)=O)OC 1-{4-[(4-chloro-7-methoxyquinazolin-6-yl)amino]piperidin-1-yl}prop-2-en-1-one